S(=O)(=O)(O)O.N1=C(C=CC(=C1)C1N(C)CCC1)C1=NC=C(C=C1)C1N(C)CCC1 binicotine sulfate